propyl-pyridine chloride salt [Cl-].C(CC)C1=NC=CC=C1